1H-pyrrolo[2,3-c]pyridine-1-carboxylate N1(C=CC=2C1=CN=CC2)C(=O)[O-]